CN(C1(CCC2(CN(C(N2)=O)C=2C=NC(=NC2)N2CCNCC2)CC1)C1=CC=CC=C1)C cis-8-dimethylamino-8-phenyl-3-(2-piperazin-1-yl-pyrimidin-5-yl)-1,3-diazaspiro[4.5]decan-2-one